2-(benzo[d][1,3]dioxol-5-ylamino)acethydrazide O1COC2=C1C=CC(=C2)NCC(=O)NN